4,4-dimethyl-2-[4-(trifluoromethyl)pyridin-2-yl]-2,8-diazaspiro[4.5]decan-3-one hydrochloride Cl.CC1(C(N(CC12CCNCC2)C2=NC=CC(=C2)C(F)(F)F)=O)C